CS(=O)(=NC1=NC(=CC(=C1)N1[C@@H](COCC1)C)N1C(=NC2=C1C=CC=C2)CO[Si](C(C)C)(C(C)C)C(C)C)C (R)-Dimethyl((4-(3-methylmorpholino)-6-(2-(((triisopropylsilyl)oxy)methyl)-1H-benzo[d]imidazol-1-yl)pyridin-2-yl)imino)-λ6-sulfanone